2-(6-methoxy-5-methyl-naphthalen-2-yl)-4,6-bis-trichloromethyl-s-triazine COC=1C(=C2C=CC(=CC2=CC1)C1=NC(=NC(=N1)C(Cl)(Cl)Cl)C(Cl)(Cl)Cl)C